(4-(5-((2,6-dioxopiperidin-3-yl)amino)pyridin-2-yl)piperidin-1-yl)acetic acid HCl salt Cl.O=C1NC(CCC1NC=1C=CC(=NC1)C1CCN(CC1)CC(=O)O)=O